2-bromo-1-(5-(((tert-butyldimethylsilyl)oxy)methyl)thiazol-2-yl)ethan-1-one BrCC(=O)C=1SC(=CN1)CO[Si](C)(C)C(C)(C)C